NC1=C(C(=NN1C1CC(CC1)C)C1=CC=C(C=C1)CNC(C1=C(C=CC=C1)OC)=O)C#N N-[[4-[5-amino-4-cyano-1-(3-methylcyclopentyl)pyrazol-3-yl]phenyl]methyl]-2-methoxy-benzamide